N-[1-[2-(5-cyano-2-pyridyl)-5-pyrimidin-2-yl-1,2,4-triazol-3-yl]ethyl]-3,5-bis(trifluoromethyl)benzamide C(#N)C=1C=CC(=NC1)N1N=C(N=C1C(C)NC(C1=CC(=CC(=C1)C(F)(F)F)C(F)(F)F)=O)C1=NC=CC=N1